(+/-)-ethyl (cis,cis)-4-(4-methoxyphenyl)-2-methylpiperidine-3-carboxylate COC1=CC=C(C=C1)C1C(C(NCC1)C)C(=O)OCC